FC1=CC=C(C=N1)O[C@@H]1C[C@@H](N(C1)CC1=CN=C(S1)NC(C)=O)C N-(5-(((2S,4R)-4-((6-fluoropyridin-3-yl)oxy)-2-methylpyrrolidin-1-yl)methyl)thiazol-2-yl)acetamide